12-(2,6-dimethylphenyl)-15-oxa-8λ6-thia-1,9,11,26-tetraazapentacyclo[14.8.1.13,7.110,14.018,23]heptacosa-3(27),4,6,10,12,14(26),18,20,22-nonaene-2,8,8-trione CC1=C(C(=CC=C1)C)C=1N=C2NS(C3=CC=CC(C(N4CC5=CC=CC=C5CC(OC(C1)=N2)C4)=O)=C3)(=O)=O